[C@H]12CN(C[C@H](CC1)N2)C2=NC(=NC1=C(C(=CC=C21)C2=CC(=CC1=CC=CC=C21)O)F)CCC 4-(4-((1R,5S)-3,8-diazabicyclo[3.2.1]octan-3-yl)-8-fluoro-2-propylquinazolin-7-yl)naphthalen-2-ol